ClC1=CC(=C(C=C1C)C1CCN(CC1)C(=O)OC(C)(C)C)F Tert-butyl 4-(4-chloro-2-fluoro-5-methylphenyl)piperidine-1-carboxylate